(S)-2-(3,5-bis-trifluoromethyl-phenyl)-N-[4-(4-fluoro-2-methyl-phenyl)-6-(pyrrolidin-2-ylmethoxy)-pyridin-3-yl]-N-methyl-isobutyramide FC(C=1C=C(C=C(C1)C(F)(F)F)C(C(=O)N(C)C=1C=NC(=CC1C1=C(C=C(C=C1)F)C)OC[C@H]1NCCC1)(C)C)(F)F